[5-(4-hexyloxy-1,2,5-thiadiazol-3-yl)-1-methyl-3,6-dihydro-2H-pyridin-1-ium-1-yl]methyl tetradecanoate chloride [Cl-].C(CCCCCCCCCCCCC)(=O)OC[N+]1(CCC=C(C1)C1=NSN=C1OCCCCCC)C